C(C)(C)NCC(COC1=C(C=C(C(=C1)C)C)C)O (isopropylamino)-3-(2,4,5-trimethylphenoxy)propan-2-ol